2-methoxyethyl 8-(4-(4-chlorophenoxy)-3,5-difluorobenzoyl)-1-(hydroxycarbamoyl)-3,8-diazabicyclo[3.2.1]octane-3-carboxylate ClC1=CC=C(OC2=C(C=C(C(=O)N3C4(CN(CC3CC4)C(=O)OCCOC)C(NO)=O)C=C2F)F)C=C1